3,11-dimethylpentadecyl-magnesium chloride CC(CC[Mg]Cl)CCCCCCCC(CCCC)C